N-(1-methyl-1H-tetrazol-5-yl)-2-(((1-methyl-5-(methylsulfonyl)-1H-1,2,4-triazol-3-yl)methoxy)methyl)-6-(trifluoromethyl)nicotinamide CN1N=NN=C1NC(C1=C(N=C(C=C1)C(F)(F)F)COCC1=NN(C(=N1)S(=O)(=O)C)C)=O